FC=1C=2N(C=C(C1)NC(=O)C1=CC=C(C3=CN(N=C13)C)N1C[C@H](CC1)N(C(OC(C)(C)C)=O)C)C=C(N2)C tert-butyl (S)-(1-(7-((8-fluoro-2-methylimidazo[1,2-a]pyridin-6-yl)carbamoyl)-2-methyl-2H-indazol-4-yl)pyrrolidin-3-yl)(methyl)carbamate